(R)-2-((3R,5R)-3,5-Dimethylpiperazin-1-yl)-N-(3-(5-fluoro-2-((2-fluoro-3-(methylsulfonyl)phenyl)amino)pyrimidin-4-yl)-1H-indol-7-yl)-3-methoxypropanamid C[C@@H]1CN(C[C@H](N1)C)[C@@H](C(=O)NC=1C=CC=C2C(=CNC12)C1=NC(=NC=C1F)NC1=C(C(=CC=C1)S(=O)(=O)C)F)COC